1'-((5-(4-hydroxy-3-methoxyphenyl)-1,3,4-oxadiazol-2-yl)methyl)spiro[chromane-2,4'-piperidin]-4-ol OC1=C(C=C(C=C1)C1=NN=C(O1)CN1CCC2(CC1)OC1=CC=CC=C1C(C2)O)OC